7-((2-methoxyquinolin-3-yl)methyl)-1H-pyrido[2,3-b][1,4]oxazin-2(3H)-one COC1=NC2=CC=CC=C2C=C1CC1=CC2=C(OCC(N2)=O)N=C1